CC1=C(C=CC=2C(OCC21)=O)CCN2CC=1N(CC2)C(N(N1)C1=CC2=C(C(OC2)=O)C=C1)=O 7-[2-(4-methyl-1-oxo-1,3-dihydro-2-benzofuran-5-yl)ethyl]-2-(1-oxo-1,3-dihydro-2-benzofuran-5-yl)-5,6,7,8-tetrahydro[1,2,4]triazolo[4,3-a]pyrazin-3(2H)-one